methoxy-4-methyl-6-nitro-1H-quinolin-2-one CON1C(C=C(C2=CC(=CC=C12)[N+](=O)[O-])C)=O